C[Si]1(O[Si](O[Si](O1)(C)C)(C)C)C hexamethylcyclotrisiloxane-D3